(2,7-di-t-butyl-fluorenyl)-t-butylamino-dimethyl-titanium C(C)(C)(C)C1=C(C=2CC3=CC(=CC=C3C2C=C1)C(C)(C)C)[Ti](C)(C)NC(C)(C)C